[Si](C)(C)(C(C)(C)C)OC1CC(C1)C(=O)N 3-(tert-Butyldimethylsilanyloxy)cyclobutanecarboxamide